C(C(=C)C)(=O)OCCCCCCCCCCOC(C=C)=O acrylic acid (10-methacryloyloxydecyl) ester